[Si](C)(C)(C(C)(C)C)OCC=1C(=NC=CC1)C(=O)N1[C@H]([C@@H](C1)C)C(=O)OC Methyl (2R,3R)-1-(3-(((tert-butyldimethylsilyl)oxy)methyl)picolinoyl)-3-methylazetidine-2-carboxylate